FC=1C=C2C(=C(NC2=C(C1)F)C1=CC=C(C=C1)F)C(CCC)N [5,7-difluoro-2-(4-fluorophenyl)-1H-indol-3-yl]butan-1-amine